OC1=C(C=C(C=C2C(OC(OC2=O)C2=CC=CC=C2)=O)C=C1OC)I 5-(4-hydroxy-3-iodo-5-methoxybenzylidene)-2-phenyl-1,3-dioxane-4,6-dione